N-t-butyl-N-(2-methyl-1-phenylpropyl)-O-(1-phenylethyl)hydroxylamine C(C)(C)(C)N(OC(C)C1=CC=CC=C1)C(C(C)C)C1=CC=CC=C1